NC1=C(C=C(C=N1)C1=NC(=CC=C1)OC)C(=O)N[C@@H]1[C@H](CCC1)OCC1=CC=C(C=C1)Br 6'-amino-N-{(1S,2S)-2-[(4-bromophenyl)methoxy]cyclopentyl}-6-methoxy[2,3'-bipyridine]-5'-carboxamide